BrC1=C(C=C2C(=CC=NC2=C1)O)Cl 7-bromo-6-chloro-quinolin-4-ol